N1(CCCCC1)CCON1S(C2=C(OC3(C1)CC3)N=CC=C2)(=O)=O (2-(piperidin-1-yl)ethoxy)-2',3'-dihydrospiro[cyclopropane-1,4'-pyrido[2,3-b][1,4,5]oxathiazepine] 1',1'-dioxide